5-(2-(3-(Morpholinosulfonyl)phenyl)-1H-pyrrolo[2,3-b]pyridin-4-yl)-1H-indazol-3-amine O1CCN(CC1)S(=O)(=O)C=1C=C(C=CC1)C1=CC=2C(=NC=CC2C=2C=C3C(=NNC3=CC2)N)N1